CO\C=C(\C(=O)OC)/OC1=C(C=CC(=C1)C=1SC(=CN1)C(F)(F)F)C methyl (Z)-3-methoxy-2-[2-methyl-5-[5-(trifluoromethyl) thiazol-2-yl]phenoxy]prop-2-enoate